6-(5-(7-ethyl-7H-imidazo[4,5-c]pyridazin-4-yl)-2-fluorophenyl)-7-methoxy-2-methyl-3,4-Dihydroisoquinoline C(C)N1C=NC2=C1N=NC=C2C=2C=CC(=C(C2)C=2C=C1CCN(CC1=CC2OC)C)F